(7S)-2-(((1-(4-fluoro-2-methoxybenzyl)-1H-pyrazol-4-yl)methyl)amino)-4,7,8-trimethyl-7,8-dihydropteridin-6(5H)-one FC1=CC(=C(CN2N=CC(=C2)CNC2=NC=3N([C@H](C(NC3C(=N2)C)=O)C)C)C=C1)OC